C(C)(=O)NC=1C(=C(C(=O)Cl)C(=C(C1I)NC(C)=O)I)I 3,5-diacetylamino-2,4,6-triiodobenzoyl chloride